BrC1=CC(=CC2=C1C(=NO2)N)C 4-bromo-6-methylbenzo[d]isoxazol-3-amine